1-(2-((2-(bis(3-methoxybenzyl)amino)thiazol-4-yl)methoxy)ethyl)piperazine-2,5-dione COC=1C=C(CN(C=2SC=C(N2)COCCN2C(CNC(C2)=O)=O)CC2=CC(=CC=C2)OC)C=CC1